CC1OC(OCC1)\C=C\C (E)-4-methyl-2-(prop-1-en-1-yl)-1,3-dioxane